BrC=1C=C(C2=C(N(N=C2C1)C)C=1C=C2C(CNC(C2=C(C1)OC(F)F)=O)(C)C)C#N 6-bromo-3-[8-(difluoromethoxy)-4,4-dimethyl-1-oxo-2,3-dihydroisoquinolin-6-yl]-2-methyl-indazole-4-carbonitrile